(anti)-3-(2-(5-((diethylamino)methyl)pyridin-2-yl)vinyl)-6-((2-((2-fluoroethyl)carbamoyl)phenyl)sulfanyl)-1H-indole C(C)N(CC)CC=1C=CC(=NC1)C=CC1=CNC2=CC(=CC=C12)SC1=C(C=CC=C1)C(NCCF)=O